C(#N)C=1C=C(C=NC1N1N=CC=N1)NC(=O)C=1C=NN(C1C(F)(F)F)C=1C=2N(C=CN1)C=CN2 N-(5-Cyano-6-(2H-1,2,3-triazol-2-yl)pyridin-3-yl)-1-(imidazo[1,2-a]pyrazin-8-yl)-5-(trifluoromethyl)-1H-pyrazol-4-carboxamid